2,5-dimethoxy-4-isopropylthienylethylamine COC=1SC(=C(C1CCN)C(C)C)OC